C(\C=C\C)=O E-2-butenal